1-(3-Fluoro-4-{2-[1-(3-methoxy-propyl)-3-methyl-1H-pyrazol-4-ylamino]-thiazol-4-yl}-phenyl)-pyrrolidin-2-one FC=1C=C(C=CC1C=1N=C(SC1)NC=1C(=NN(C1)CCCOC)C)N1C(CCC1)=O